C1(CC1)C=1C=CC(=C(C1)C(CC(=O)O)NC(=O)[C@H]1CN(CCC1)CCCC1=NC=2NCCCC2C=C1)F 3-(5-cyclopropyl-2-fluorophenyl)-3-((R)-1-(3-(5,6,7,8-tetrahydro-1,8-naphthyridin-2-yl)propyl)piperidine-3-carboxamido)propanoic acid